tert-butyl (2-(3-(1-(4-amino-4-oxobutanoyl)piperidin-4-yl)-7'-fluoro-1'-methyl-1H,1'H-[4,6'-biindazol]-1-yl)acetyl)glycylglycinate NC(CCC(=O)N1CCC(CC1)C1=NN(C=2C=CC=C(C12)C1=CC=C2C=NN(C2=C1F)C)CC(=O)NCC(=O)NCC(=O)OC(C)(C)C)=O